BrC1=C2C(=CN(C2=C(C(=C1)F)OC)C(=O)OC(C)(C)C)F tert-butyl 4-bromo-3,6-difluoro-7-methoxy-1H-indole-1-carboxylate